C(CCC)OC(NC=1C(NC(N(N1)C1=CC(=C(C(=C1)Cl)OC1=NNC(C(=C1)C1CCC1)=O)Cl)=O)=O)=O butyl-N-(2-[3,5-dichloro-4-[(5-cyclobutyl-6-oxo-1H-pyridazin-3-yl)oxy]phenyl]-3,5-dioxo-4H-1,2,4-triazin-6-yl)carbamate